4-amino-3-[6-(4-methylbiphenyl-2-yl)pyridin-3-ylazo]naphthalene-1-sulfonic acid NC1=C(C=C(C2=CC=CC=C12)S(=O)(=O)O)N=NC=1C=NC(=CC1)C1=C(C=CC(=C1)C)C1=CC=CC=C1